COC1=C(C(=O)O)C=C(C=C1)C=CC1=CC=CC=C1 2-methoxy-5-styrylbenzoic acid